Cl.ClC1=C(C=C(C=C1)Cl)NN 2,5-dichlorophenylhydrazine hydrochloride